chloro-2-(2-hydroxyethyl)-7-methyl-3,4-dihydro-2,7-naphthyridine-1,6(2H,7H)-dione ClC1N(C(C2=CN(C(C=C2C1)=O)C)=O)CCO